1-[[2-bromo-6-(dimethylcarbamoyl)-4-methyl-phenyl]methyl]indane-1-carboxylic acid BrC1=C(C(=CC(=C1)C)C(N(C)C)=O)CC1(CCC2=CC=CC=C12)C(=O)O